C(#N)C1CC2(C1)C[C@H](N(CC2)CC2=C1C=CNC1=C(C=C2OC)C)C2=CC=C(C(=O)NCC1CN(C1)C1CC1)C=C2 4-((2R,4r,6S)-2-cyano-7-((5-methoxy-7-methyl-1H-indol-4-yl)methyl)-7-azaspiro[3.5]nonan-6-yl)-N-((1-cyclopropylazetidin-3-yl)methyl)benzamide